C(C)(=O)[O-].C(CCCCCCCCCC)[N+]1=CC(=CC=C1)C 1-Undecyl-3-Methylpyridinium acetat